FC=1C(=C2C(=NC(=NN2C1)N[C@@H]1[C@@H](CN(CC1)CCOC)F)OC)C=1C=CC2=C(N(N=N2)CCF)C1 6-fluoro-N-((3R,4S)-3-fluoro-1-(2-methoxyethyl)piperidin-4-yl)-5-(1-(2-fluoroethyl)-1H-benzo[d][1,2,3]triazol-6-yl)-4-methoxypyrrolo[2,1-f][1,2,4]triazin-2-amine